C(#N)C=1C(=NC2=CC=CC(=C2C1)C=1N=C(N2C1CN(CC2)C(=O)NC)C2CC2)N2CCOCC2 1-(3-cyano-2-morpholinoquinolin-5-yl)-3-cyclopropyl-N-methyl-5,6-dihydroimidazo[1,5-a]pyrazine-7(8H)-carboxamide